(1R,2S,5S)-6,6-Dimethyl-N-((S)-1-oxo-3-((S)-2-oxopyrrolidin-3-yl)propan-2-yl)-3-(3-phenyl-1H-indole-2-carbonyl)-3-azabicyclo[3.1.0]hexane-2-carboxamide CC1([C@H]2CN([C@@H]([C@@H]12)C(=O)N[C@H](C=O)C[C@H]1C(NCC1)=O)C(=O)C=1NC2=CC=CC=C2C1C1=CC=CC=C1)C